C1(CCC1)N1C(N(CC1)CC(CN1C2=CC=C(C=C2C=2C=C(C=CC12)F)F)O)=O 1-cyclobutyl-3-(3-(3,6-difluoro-9H-carbazol-9-yl)-2-hydroxypropyl)imidazolidin-2-one